ClC1=CC=2N(N=C1)C=CN2 7-chloroimidazo[1,2-b]Pyridazin